FC=1C=C2C(=NC=NC2=CC1)N1CC=2C=C(C=NC2CC1)C=1N(N=CC1)C 6-fluoro-4-[3-(2-methylpyrazol-3-yl)-7,8-dihydro-5H-1,6-naphthyridin-6-yl]quinazoline